ClC=1C(N(C(=CC1OCC1=C(CNC(=O)NCC(F)(F)F)C=C(C=C1)F)C)C1=C(C=CC=C1F)F)=O 1-(2-((3-chloro-1-(2,6-difluorophenyl)-1,2-dihydro-6-methyl-2-oxopyridin-4-yloxy)methyl)-5-fluorobenzyl)-3-(2,2,2-trifluoroethyl)urea